[OH-].C(CC)C(=CCC=CC[NH3+])CCC dipropylallylallylammonium hydroxide